ClC=1C=CC(=C(C(=O)O)C1)NC1=C(C=NC2=CC=C(C=C12)Cl)C1=CC=NC=C1 5-chloro-2-[[6-chloro-3-(4-pyridinyl)-4-quinolinyl]amino]benzoic acid